ClC1=NC=NC(=C1C#N)C=1OC=CC1 4-chloro-6-(2-furyl)pyrimidine-5-carbonitrile